Cl.N[C@@H]1C[C@H](CCC1)C#N (1S,3S)-3-aminocyclohexane-1-carbonitrile hydrochloride